[(2R,4S)-2-methylpiperidin-4-yl][1,3]thiazolo[5,4-d][1,3]thiazol-2-amine C[C@H]1NCC[C@@H](C1)C=1SC2=C(N1)SC(=N2)N